isopropyl-aminotrimethylsilane C(C)(C)C[Si](C)(C)N